C(C1=CC=CC=C1)OC1=C2C(C3=C(C1=O)C=CC=C3)=NC(C23CCCCC3)=O 4-(benzyloxy)-2,5-dihydrospiro[benzo[g]indole-3,1'-cyclohexane]-2,5-dione